COC1=CC=2SC3=NC(=CN3C2C=C1)C(=O)NC=1C=C(C=CC1)CN(C(OC(C)(C)C)=O)C tert-Butyl N-[(3-{10-methoxy-7-thia-2,5-diazatricyclo[6.4.0.02,6]dodeca-1(8),3,5,9,11-pentaene-4-amido}phenyl)methyl]-N-methylcarbamate